FCCC(F)(F)F trans-1,3,3,3-tetrafluoropropane